N[C@@H](C(=O)N1CC(C1)C(F)(F)F)C (R)-2-amino-1-(3-(trifluoromethyl)azetidin-1-yl)propan-1-one